2-(5-((R)-2-(aminomethyl)pyrrolidin-1-yl)pyridin-2-yl)-4-(2-fluoro-6-methoxyphenyl)-2,3-dihydro-1H-pyrrolo[3,4-c]pyridin-1-one NC[C@@H]1N(CCC1)C=1C=CC(=NC1)N1CC=2C(=NC=CC2C1=O)C1=C(C=CC=C1OC)F